NC1=CC=C(C=C1)N(CCCCNC(OC(C)(C)C)=O)C tert-Butyl (4-((4-aminophenyl)(methyl)amino)butyl)carbamate